4-fluoro-N-(2-(6a,7,9,10-tetrahydropyrazino[1,2-a]thieno[4,3,2-de]quinolin-8(6H)-yl)ethyl)benzamide FC1=CC=C(C(=O)NCCN2CC3N(C=4C=CC=C5C4C(C3)=CS5)CC2)C=C1